1-glyceryl myristate C(CCCCCCCCCCCCC)(=O)OCC(O)CO